N-(5-(4-methylmorpholin-2-yl)pyridin-2-yl)pyrimidin-2-amine CN1CC(OCC1)C=1C=CC(=NC1)NC1=NC=CC=N1